COC(C1=C(C=C(C(=C1)F)C1=CC=CC=2CN(COC21)C(C2=C(C=C(C=C2Cl)N2CC1(C2)OCC(CO1)C)Cl)=O)N1C2COCC1CC2)=O 4-[3-[2,6-Dichloro-4-(7-methyl-5,9-dioxa-2-azaspiro[3.5]nonan-2-yl)benzoyl]-2,4-dihydro-1,3-benzoxazin-8-yl]-5-fluoro-2-(3-oxa-8-azabicyclo[3.2.1]oct-8-yl)benzoic acid methyl ester